ClC1=CC2=C(N(C(=N2)OC)CCCNC(C)=O)C=C1OC N-(3-(5-chloro-2,6-dimethoxy-1H-benzoimidazol-1-yl)propyl)acetamide